bis(1-butyl-3-methylimidazole) 3,5-bis(methoxycarbonyl)benzenephosphonate COC(=O)C=1C=C(C=C(C1)C(=O)OC)P(O)(=O)O.C(CCC)N1CN(C=C1)C.C(CCC)N1CN(C=C1)C